2-chlorophenyl-2-(4-cyanophenylamino)-pyrimidin-4-ylketone-N-(4-methylphenyl) semicarbazone CC1=CC=C(C=C1)N(N=C(C1=NC(=NC=C1C1=C(C=CC=C1)Cl)NC1=CC=C(C=C1)C#N)C1=NC(=NC=C1C1=C(C=CC=C1)Cl)NC1=CC=C(C=C1)C#N)C(=O)N